1-(benzothien-6-yl)propan-2-one methyl-4-({[3-(2-methyloxy-2-oxoethyl)-4,8-dimethyl-2-oxo-2H-chromen-7-yl]oxy}methyl)benzoate COC(C1=CC=C(C=C1)COC1=CC=C2C(=C(C(OC2=C1C)=O)CC(=O)OC)C)=O.S1C=CC2=C1C=C(C=C2)CC(C)=O